2-[4-[5-amino-4-cyano-1-(1-methylcyclopropyl)pyrazol-3-yl]phenyl]-N-[3-(2,2-dimethylpropyl)-1,2-oxazol-5-yl]propanamide NC1=C(C(=NN1C1(CC1)C)C1=CC=C(C=C1)C(C(=O)NC1=CC(=NO1)CC(C)(C)C)C)C#N